(2S,5R)-5-{4-[2-(trifluoromethyl)phenyl]-phenyl}-1H-pyrrole-2-carboxamide hydrochloride Cl.FC(C1=C(C=CC=C1)C1=CC=C(C=C1)C1=CC=C(N1)C(=O)N)(F)F